(R)-5-(azetidin-3-yloxy)-2-methyl-N-(1-(3-(5-methylthiophen-2-yl)phenyl)ethyl)benzamide N1CC(C1)OC=1C=CC(=C(C(=O)N[C@H](C)C2=CC(=CC=C2)C=2SC(=CC2)C)C1)C